FC(OC1=CC=C(C=C1)C1=CN=C2N1C=CN=C2NC2=CC(=C(C=C2)C(=O)N2CCC1(CNCCO1)CC2)C)F (4-((3-(4-(di-fluoromethoxy)phenyl)imidazo[1,2-a]pyrazin-8-yl)amino)-2-methylphenyl)(1-oxa-4,9-diazaspiro[5.5]undecan-9-yl)methanone